D-2-Chloropropionic acid C[C@H](C(=O)O)Cl